COC(=O)C1=CC2=C(C=CCN(S2(=O)=O)C(=O)OC(C)(C)C)C=C1 benzo[f][1,2]Thiazepine-2,8(3H)-dicarboxylic acid 2-(tert-butyl) ester 8-methyl ester 1,1-dioxide